C(C1=CC=CC=C1)(=O)OC[C@H]1O[C@H]([C@H]([C@@H]1OC(C1=CC=CC=C1)=O)F)N1C2=NC(=NC(=C2N=C1)NC(C)C1CC1)C(F)(F)F [(2R,3R,4S,5R)-3-benzoyloxy-5-[6-(1-cyclopropylethylamino)-2-(trifluoromethyl)purin-9-yl]-4-fluoro-tetrahydrofuran-2-yl]methyl benzoate